C(C)C=1N=C(C=NC1CC)NC1=CC(=CC=C1)[C@H](CNC(CNC)=O)C (R)-5,6-diethyl-3-((3-(1-(2-(methylamino)acetamido)propan-2-yl)phenyl)amino)pyrazine